C(CCCCCCCCC)C1=C(C=CC=C1)OC(NC1=CC=CC=C1)=O N-phenyl-carbamic acid (decylphenyl) ester